dichlorophosphine platinum [Pt].ClPCl